FC(C1(CC1)CC1=NOC(=C1)N)(F)F 3-[[1-(Trifluoromethyl)cyclopropyl]methyl]isoxazol-5-amine